Ethyl but-2-enoate C(C=CC)(=O)OCC